cycloocta-6-en C1CCCCC=CC1